4-oxopiperidine-1,3-dicarboxylic acid 1-tert-butyl ester 3-methyl ester COC(=O)C1CN(CCC1=O)C(=O)OC(C)(C)C